(2R,3R)-3-cyclopropylazetidine-2-carboxylic acid C1(CC1)[C@H]1[C@@H](NC1)C(=O)O